Methyl (2S)-2-(4-fluorophenyl)-2-methyl-1H,2H,3H-pyrrolo[2,3-b]pyridine-5-carboxylate FC1=CC=C(C=C1)[C@@]1(CC=2C(=NC=C(C2)C(=O)OC)N1)C